N[C@H](C=1N=C2N(N=CC(=C2)[C@H](NC(CC2CC(C2)(F)F)=O)C2CCC2)C1)C1CCC(CC1)(F)F |o1:10| N-((R*)-(2-((S)-amino(4,4-difluorocyclohexyl)methyl)imidazo[1,2-b]pyridazin-7-yl)(cyclobutyl)methyl)-2-(3,3-difluorocyclobutyl)acetamide